C1(CCCCC1)N1N=NN=C1CN(C=1SC(=NN1)C1=CC(=C(C=C1)F)OC)C N-((1-Cyclohexyl-1H-tetrazol-5-yl)methyl)-5-(4-fluoro-3-methoxyphenyl)-N-methyl-1,3,4-thiadiazol-2-amine